O1C(C1)C(C)O oxiranyl-ethanol